CC([C@@H](C(=O)N1[C@@H]([C@H]2C([C@H]2C1)(C)C)C(=O)OC)NC(=O)OC1=CC=CC=C1)(C)C methyl (1R,2S,5S)-3-[(2S)-3,3-dimethyl-2-(phenoxycarbonylamino)butanoyl]-6,6-dimethyl-3-azabicyclo[3.1.0]hexane-2-carboxylate